C1(CC1)C=1C=C2C(N3C(=NC2=CC1)C(=CC=C3)C(=O)NC3C(CCCC3)O)=O 2-cyclopropyl-N-(2-hydroxycyclohexyl)-11-oxo-11H-pyrido[2,1-b]quinazoline-6-carboxamide